COC(C1CCN(CC1)C1=C(C(=C(C=C1)C1C(NC(CC1)=O)=O)F)F)OC 3-(4-(4-(dimethoxymethyl)piperidin-1-yl)-2,3-difluorophenyl)piperidine-2,6-dione